C(C(C)C)C(COC)(COC)CC(C)C Diisobutyl-1,3-dimethoxypropane